C(C)P(O)(=O)CC.C1=CC=CC2=CC=CC=C12 naphthalene diethyl-phosphinate